4-(1-(3,4-difluorophenyl)-2-oxo-1,9-diazaspiro[5.5]undecan-9-yl)-6-(1H-pyrazol-1-yl)pyrimidine-2-carbonitrile FC=1C=C(C=CC1F)N1C(CCCC12CCN(CC2)C2=NC(=NC(=C2)N2N=CC=C2)C#N)=O